CN(C(=O)N1CCN(CC1)C=1C=2N(C=C(C1)S(NC1(CC1)C)(=O)=O)C(=CN2)C(=O)NC2COC2)C 8-(4-(dimethylcarbamoyl)piperazin-1-yl)-6-(N-(1-methylcyclopropyl)sulfamoyl)-N-(oxetan-3-yl)imidazo[1,2-a]pyridine-3-carboxamide